N-((3R,5S)-1-cyano-5-((3-methyl-1H-pyrazol-1-yl)methyl)pyrrolidin-3-yl)-5-(3-(trifluoromethoxy)phenyl)oxazole-2-carboxamide C(#N)N1C[C@@H](C[C@H]1CN1N=C(C=C1)C)NC(=O)C=1OC(=CN1)C1=CC(=CC=C1)OC(F)(F)F